(4R)-N-(2,5-dimethoxyphenyl)-4-methyl-3-(thiazol-2-yl)-3-(p-tolyl)pyrrolidine-1-carboxamide COC1=C(C=C(C=C1)OC)NC(=O)N1CC([C@H](C1)C)(C1=CC=C(C=C1)C)C=1SC=CN1